1-(4-(2-(4-(dimethylamino)piperidin-1-yl)-7-(3-hydroxynaphthalen-1-yl)-5,6,7,8-tetrahydropyrido[3,4-d]pyrimidin-4-yl)piperazin-1-yl)prop-2-en-1-one CN(C1CCN(CC1)C=1N=C(C2=C(N1)CN(CC2)C2=CC(=CC1=CC=CC=C21)O)N2CCN(CC2)C(C=C)=O)C